S(=O)(=O)(ON1[C@@H]2CC[C@H](N(C1=O)C2)C(NC(C2=CC=C(C=C2)C(F)(F)F)=O)=N)O (2S,5R)-7-oxo-2-(N-(4-(trifluoromethyl) benzoyl) carbamimidoyl)-1,6-diazabicyclo[3.2.1]octan-6-yl hydrogen sulfate